C(#N)C1(CC1)NS(=O)(=O)C1=CC=C2C3=C(N(C2=C1)C=1SC(=NN1)C(F)F)N=CN=C3C=3CCN(CC3)C(=O)OC(C)(C)C tert-butyl 4-(7-(N-(1-cyanocyclopropyl) sulfamoyl)-9-(5-(difluoromethyl)-1,3,4-thiadiazol-2-yl)-9H-pyrimido[4,5-b]indol-4-yl)-3,6-dihydropyridine-1(2H)-carboxylate